dicyclohexyl-[2',4',6'-tris(isopropyl)[1,1'-biphenyl]] C1(CCCCC1)C=1C(=C(C=CC1)C1=C(C=C(C=C1C(C)C)C(C)C)C(C)C)C1CCCCC1